N1(C(=O)NC(=O)C=C1)CC(=O)O uracil-1-acetic acid